2-(2-(4-(6-((5-fluoro-4-(4-methyl-2-(methylamino)thiazol-5-yl)pyrimidin-2-yl)amino)pyridin-3-yl)piperazin-1-yl)ethoxy)ethan-1-ol FC=1C(=NC(=NC1)NC1=CC=C(C=N1)N1CCN(CC1)CCOCCO)C1=C(N=C(S1)NC)C